4-((Dodecyloxy)methylene)cyclohex-1-ene C(CCCCCCCCCCC)OC=C1CC=CCC1